C[C@H]1N(C[C@@H](N(C1)C=1C=C2C(=CC=NC2=CC1)N[C@H](C)C1=C(C(=CC=C1)C(F)(F)F)C)C)C(C)=O 1-((2R,5S)-2,5-dimethyl-4-(4-(((R)-1-(2-methyl-3-(trifluoromethyl)phenyl)ethyl)amino)quinolin-6-yl)piperazin-1-yl)ethan-1-one